(R)-2-(((2R,3R,4S,5R,6S)-3-hydroxy-2-(hydroxymethyl)-4-(4-(3,4,5-trifluorophenyl)-1H-1,2,3-triazol-1-yl)-1,7-dioxaspiro[5.5]undec-5-yl)oxy)propanoic acid O[C@H]1[C@H](O[C@@]2([C@@H]([C@H]1N1N=NC(=C1)C1=CC(=C(C(=C1)F)F)F)O[C@@H](C(=O)O)C)OCCCC2)CO